BrC1=C(C(=CC=C1)OC1CCC(CC1)\C=C\OC)C 1-bromo-3-[4-[(E)-2-methoxyvinyl]cyclohexoxy]-2-methyl-benzene